rac-N-((4R,5R)-3-(1-aminocyclopropyl)-7-ethyl-4-(4-fluorophenyl)-6-oxo-1-phenyl-4,5,6,7-tetrahydro-1H-pyrazolo[3,4-b]pyridin-5-yl)-3-(trifluoromethyl)benzamide NC1(CC1)C1=NN(C=2N(C([C@@H]([C@@H](C21)C2=CC=C(C=C2)F)NC(C2=CC(=CC=C2)C(F)(F)F)=O)=O)CC)C2=CC=CC=C2 |r|